2,5-dichloro-3-nitrobenzonitrile ClC1=C(C#N)C=C(C=C1[N+](=O)[O-])Cl